2-(4-((S)-3,3-dicyclohexyl-2-(1-isopropyl-1H-pyrazole-5-carboxamido)propanamido)-5-fluoro-2-(trifluoromethyl)phenyl)propionic acid C1(CCCCC1)C([C@@H](C(=O)NC1=CC(=C(C=C1F)C(C(=O)O)C)C(F)(F)F)NC(=O)C1=CC=NN1C(C)C)C1CCCCC1